2-pyrrolecarboxamide N1C(=CC=C1)C(=O)N